C1(CC1)S(=O)(=O)NC1=NC(=NC=C1)C1(CCN(CC1)S(=O)(=O)CC)C(=O)NC1=NC=C(C=C1)C1=NC(=CN=C1)C1CC1 4-(4-(cyclopropanesulfonamido)pyrimidin-2-yl)-N-(5-(6-cyclopropylpyrazin-2-yl)pyridin-2-yl)-1-(ethylsulfonyl)piperidine-4-carboxamide